6-(2-Amino-5-bromo-6-chloropyridin-3-yl)-3,4-dihydroisoquinolin-1(2H)-one NC1=NC(=C(C=C1C=1C=C2CCNC(C2=CC1)=O)Br)Cl